N-methyl-6,9-dioxo-5,8-bis(4-(trifluoromethyl)-benzyl)-2,5,8-triazaspiro[3.5]nonane-2-carboxamide CNC(=O)N1CC2(C1)N(C(CN(C2=O)CC2=CC=C(C=C2)C(F)(F)F)=O)CC2=CC=C(C=C2)C(F)(F)F